OC=1C=C(C(=O)O)C=C(C1O)OC 3,4-dihydroxyl-5-methoxyl-benzoic acid